(E)-pent-2-enedioic acid C(\C=C\CC(=O)O)(=O)O